[Si](C1=CC=CC=C1)(C1=CC=CC=C1)(C(C)(C)C)OCC1CCC2(CCCN12)C(=O)[O-] 3-(((tert-butyl diphenylsilyl)oxy)methyl)tetrahydro-1H-pyrrolizine-7a(5H)-carboxylate